(7-(3-bromopropyloxy)-2,2-dimethyl-3,4-dihydro-2H-benzo[H]chromen-5-yl)(morpholinyl)methanone BrCCCOC1=CC=CC=2C1=CC(=C1CCC(OC21)(C)C)C(=O)N2CCOCC2